methyl 3-trifluoromethyl-phenylacetate FC(C=1C=C(C=CC1)CC(=O)OC)(F)F